FC1=CC=C(C2=C1SC(=C2)NC(OC(C)(C)C)=O)B2OC(C(O2)(C)C)(C)C tert-butyl (7-fluoro-4-(4,4,5,5-tetramethyl-1,3,2-dioxaborolan-2-yl)benzo[b]thiophen-2-yl)carbamate